O1CC[C@@H](C2=CC=CC=C12)[C@@H](C(=O)NC1=CC=C(C=C1)C=1C(=NNC1C)C)NC(=O)C=1N(N=CC1)C N-[(1S)-1-[(4S)-chroman-4-yl]-2-[4-(3,5-dimethyl-1H-pyrazol-4-yl)anilino]-2-oxo-ethyl]-2-methyl-pyrazole-3-carboxamide